7-methylguanosine 5'-diphosphate P(O)(=O)(OP(=O)(O)O)OC[C@@H]1[C@H]([C@H]([C@@H](O1)N1C=[N+](C=2C(=O)NC(N)=NC12)C)O)O